F[C@H]1CN(CC[C@H]1NC1=CC=CN2C(=C(C=C12)C#CCO)CC(F)(F)F)C 3-(8-(((3S,4R)-3-fluoro-1-methylpiperidin-4-yl)amino)-3-(2,2,2-trifluoroethyl)indolizin-2-yl)prop-2-yn-1-ol